O1C(CCC1)COCC(=O)O 2-(tetrahydrofuryl-methoxyl)acetic acid